2-(4-(8-((4-(4-((1S,3S)-3-aminocyclopentane-1-carbonyl)piperazine-1-carbonyl)-3-chlorophenyl)amino)imidazo[1,2-a]pyrazin-3-yl)-3-(trifluoromethyl)-1H-pyrazol-1-yl)acetonitrile formate C(=O)O.N[C@@H]1C[C@H](CC1)C(=O)N1CCN(CC1)C(=O)C1=C(C=C(C=C1)NC=1C=2N(C=CN1)C(=CN2)C=2C(=NN(C2)CC#N)C(F)(F)F)Cl